C(C)(=O)[C@H]1CC[C@H]2[C@@H]3CC[C@H]4C[C@@H](CC[C@@]4([C@H]3CC[C@]12C)C)OC(CCCOC(C)=O)=O [(3R,5S,8R,9S,10S,13S,14S,17S)-17-acetyl-10,13-dimethyl-2,3,4,5,6,7,8,9,11,12,14,15,16,17-tetradecahydro-1H-cyclopenta[a]phenanthren-3-yl]4-acetoxybutanoate